(4R)-4-[(1R,3aS,3bR,5aS,7S,9aS,9bS,11aR)-7-hydroxy-9a,11a-dimethyl-hexadecahydro-1H-cyclopenta[a]phenanthren-1-yl]-1-[4-(pyrimidin-2-yl)piperazin-1-yl]pentan-1-one O[C@H]1CC[C@@]2([C@H]3CC[C@]4([C@H]([C@@H]3CC[C@H]2C1)CC[C@@H]4[C@@H](CCC(=O)N4CCN(CC4)C4=NC=CC=N4)C)C)C